FC1=C(C=O)C=CC(=N1)N1C=C(C2=CC=CC=C12)C 2-fluoro-6-(3-methyl-1H-indol-1-yl)nicotinaldehyde